C(C)(C)(C)OC(=O)N=S(=O)(C1CC1)C1=CC(=C(C=C1)NC1=NC=C2C=CN=C(C2=C1)C#CC1=CC=C2C3(C(N(C2=C1)C(=O)OC(C)(C)C)=O)CCC3)OC tert-butyl 6'-((7-((4-(N-(tert-butoxycarbonyl)cyclopropanesulfonimidoyl)-2-methoxyphenyl)amino)-2,6-naphthyridin-1-yl)ethynyl)-2'-oxospiro[cyclobutane-1,3'-indoline]-1'-carboxylate